NC1=CC(=NC(=C1)Cl)Cl 4-amino-2,6-dichloropyridine